3-methyl-4-phenyl-1,14-dioxadispiro[4.1.57.25]tetradec-3-en-2-one CC=1C(OC2(C1C1=CC=CC=C1)CC1(CCCCC1)CO2)=O